2-(4-chloro-3-(trifluoromethyl)phenoxy)-1-(4-(5-(trifluoromethyl)-1,2,4-oxadiazol-3-yl)phenyl)ethan-1-one ClC1=C(C=C(OCC(=O)C2=CC=C(C=C2)C2=NOC(=N2)C(F)(F)F)C=C1)C(F)(F)F